4-(cyclohexylamino)-2-((4-(6-fluoropyridin-3-yl)-2-methoxyphenyl)amino)-7H-pyrrolo[2,3-d]pyrimidine-5-carbonitrile C1(CCCCC1)NC=1C2=C(N=C(N1)NC1=C(C=C(C=C1)C=1C=NC(=CC1)F)OC)NC=C2C#N